4-Hydroxy-1-methyl-3-[4-(trifluoromethyl)-2-pyridinyl]-2-imidazolidinon OC1N(C(N(C1)C)=O)C1=NC=CC(=C1)C(F)(F)F